2-(6-(4-(4-(2-((2,6-dioxopiperidin-3-yl)amino)benzyl)piperazin-1-yl)phenyl)-1-oxoisoindolin-2-yl)-2-(5-fluoro-2-hydroxyphenyl)-N-(thiazol-2-yl)acetamide O=C1NC(CCC1NC1=C(CN2CCN(CC2)C2=CC=C(C=C2)C2=CC=C3CN(C(C3=C2)=O)C(C(=O)NC=2SC=CN2)C2=C(C=CC(=C2)F)O)C=CC=C1)=O